CC(C)CC(CCCCCC)C 2,4-dimethyldecane